N-(3-(diethylamino)propyl)-2-(3-(methylcarbamoyl)phenyl)benzo[d]imidazo[2,1-b]thiazole-7-carboxamide C(C)N(CCCNC(=O)C1=CC2=C(N3C(S2)=NC(=C3)C3=CC(=CC=C3)C(NC)=O)C=C1)CC